C(#N)C1=CC(=NC(=C1C1=C(C(=CC=C1)Cl)Cl)C)N1CCC2(CC1)CC1=CC=CC=C1C2 (1S)-1'-(4-cyano-5-(2,3-dichlorophenyl)-6-methylpyridin-2-yl)-1,3-dihydrospiro[indene-2,4'-piperidine]